5-ethyl-1,3-thiazol-2-amine C(C)C1=CN=C(S1)N